3-(sec-butyl)-7-fluoro-2-oxo-1,2,3,5-tetrahydro-4H-benzo[1,4]diazepine-4-carboxamide C(C)(CC)C1C(NC2=C(CN1C(=O)N)C=C(C=C2)F)=O